C1(CCCCC1)N(C)CC=1C=CC(=C(C1)B(O)O)F (5-([CYCLOHEXYL(METHYL)AMINO]METHYL)-2-FLUOROPHENYL)BORANEDIOL